C(C)(C)(C)C1=NN2C(N(C3=C(C2=N1)N=CC(=C3)N3CCOCC3)CC3=CC=C(C=C3)OC)=O 2-tert-butyl-6-(4-methoxybenzyl)-8-(morpholin-4-yl)pyrido[2,3-e][1,2,4]triazolo[1,5-c]pyrimidin-5(6H)-one